FC1(CC(C1)OC=1C=C(/C(=N/O)/N)C=CN1)F (Z)-2-(3,3-difluorocyclobutoxy)-N'-hydroxyisonicotinamidine